OC=1C=C2CC[C@@H]([C@@H](C2=CC1)C1=CC=C(C=C1)N1CCC(CC1)CN1CC[C@H]2N(CC[C@H]21)C2=CC=C(C=C2)C2C(NC(CC2)=O)=O)C2=CC=CC=C2 3-(4-((3aR,6aR)-4-((1-(4-((1R,2S)-6-hydroxy-2-phenyl-1,2,3,4-tetrahydronaphthalen-1-yl)phenyl)piperidin-4-yl)methyl)hexahydropyrrolo[3,2-b]pyrrol-1(2H)-yl)phenyl)piperidine-2,6-dione